2-(4-((trimethylsilyl)ethynyl)-3,6-dihydropyridin-1(2H)-yl)acetamide C[Si](C)(C)C#CC=1CCN(CC1)CC(=O)N